ClC1=C(C=CC(=C1)C=1N(C=C(N1)C(F)(F)F)C)COC1=NC(=NC=C1OC)C=1C(=NC=NC1OC)C1CC1 4-[[2-chloro-4-[1-methyl-4-(trifluoromethyl)imidazol-2-yl]phenyl]methoxy]-2-(4-cyclopropyl-6-methoxy-pyrimidin-5-yl)-5-methoxy-pyrimidine